2-(cyclopropoxy)-5-fluoro-3-(4,4,5,5-tetramethyl-1,3,2-dioxaborolan-2-yl)pyridine C1(CC1)OC1=NC=C(C=C1B1OC(C(O1)(C)C)(C)C)F